N-isopropyl-2-[4-(o-tolyl)-2-oxo-chromen-7-yl]oxy-propionamide C(C)(C)NC(C(C)OC1=CC=C2C(=CC(OC2=C1)=O)C1=C(C=CC=C1)C)=O